2,3-dibenzyloxy-1-acetyl-methoxypropane C(C1=CC=CC=C1)OC(COCC(C)=O)COCC1=CC=CC=C1